1,1-dimethoxypropane tert-butyl-3-(4-(2-(trifluoromethyl)phenyl)piperidine-1-carbonyl)-4,6,7,8-tetrahydropyrazolo[4,3-c]azepine-5(1H)-carboxylate C(C)(C)(C)OC(=O)N1CC2=C(CCC1)NN=C2C(=O)N2CCC(CC2)C2=C(C=CC=C2)C(F)(F)F.COC(CC)OC